2-(3-{[4-(Benzyloxy)-2-cyclopropylphenyl]amino}phenyl)-4-cyclohexylbutane-1,2-diol C(C1=CC=CC=C1)OC1=CC(=C(C=C1)NC=1C=C(C=CC1)C(CO)(CCC1CCCCC1)O)C1CC1